C1(=CC=C(C=C1)C1CC=NN1C(=O)C12CC(C1)(C2)COC=2N=CC(=NC2)C#N)C 5-((3-(5-(p-tolyl)-4,5-dihydro-1H-pyrazole-1-carbonyl)bicyclo[1.1.1]pent-1-yl)methoxy)pyrazine-2-carbonitrile